[S].C(C)C=1NC=C(N1)C 2-Ethyl-4-methylimidazole sulfur